SC1=CC=C(C=C1)C1=CC=C(C=C1)C(=O)O 4'-mercaptobiphenyl-4-carboxylic acid